N1=C(C=CC=C1)C1(CCC1)C=O (pyridin-2-yl)cyclobutane-1-carbaldehyde